CN(CCCN(CCO)C)C 2-[[3-(dimethylamino)propyl]methylamino]-ethanol